(R)-5-fluoro-2-azaspiro[3.3]heptan F[C@H]1C2(CNC2)CC1